(2R,3S)-1-benzyl-2-(1-(4-fluorophenyl)-1H-indazol-5-yl)-2-methyl-5-oxopyrrolidin C(C1=CC=CC=C1)N1[C@@](CCC1=O)(C)C=1C=C2C=NN(C2=CC1)C1=CC=C(C=C1)F